tert-butyl (S)-9-cyano-5-methyl-4-oxo-2,3,4,5-tetrahydrobenzo[b][1,4]oxazepin-3-ylcarbamate C(#N)C1=CC=CC2=C1OC[C@@H](C(N2C)=O)NC(OC(C)(C)C)=O